ON(C(C)=O)C1=CC=2CC3=CC=CC=C3C2C=C1.[C].[Te] tellurium carbon N-hydroxy-2-acetamidofluorene